CC(C(=O)OCC1=CC=CC=C1)(CN1CCSCC1)C benzyl 2,2-dimethyl-3-thiomorpholino-propionate